S1CNC2=C1C=CC=C2 2,3-dihydrobenzothiazol